(3,4-difluorophenyl)-N-(2-(4-methylpiperazin-1-yl)ethyl)-5-(2-nitrophenyl)oxazole-4-carboxamide FC=1C=C(C=CC1F)C=1OC(=C(N1)C(=O)NCCN1CCN(CC1)C)C1=C(C=CC=C1)[N+](=O)[O-]